(Z)-7-(5-((2,3-dihydrobenzofuran-5-yl)methylene)-2,4-dioxathiazolidin-3-yl)-N-hydroxyheptanamide O1CCC2=C1C=CC(=C2)\C=C/2\ON(OS2)CCCCCCC(=O)NO